ClC1=C(C=CC2=C1C(=NCCN2)C2=C(C=CC=C2)F)I 6-chloro-5-(2-fluorophenyl)-7-iodo-1,3-dihydro-1,4-benzodiazepine